methyl-5H-isothiazolo[5,4-c]pyrimido[4,5-e]azepin-2-amine CC1=NC(=NC=2C3=C(C=NCC21)SN=C3)N